ClC1=C2N=C(C=NC2=CC=C1OC=1C=CC2=C(N(C(=N2)C)COCC[Si](C)(C)C)C1)C=1C=NN(C1)CCN1CC(C1)(F)F 2-[[6-[5-Chloro-3-[1-[2-(3,3-difluoroazetidin-1-yl)ethyl]pyrazol-4-yl]quinoxalin-6-yl]oxy-2-methyl-benzimidazol-1-yl]methoxy]ethyl-trimethyl-silane